C(C)(C)(C)OC(=O)N1[C@]([C@H](CC1)[C@@]([C@H](CCC)NC(C)=O)(C)OC)(C=O)CC(=O)O (2R)-((1R)-Acetylamino-(2S)-methoxy-(2S)-methylpentyl)-(5R)-carboxymethyl-(3S)-formylpyrrolidine-1-carboxylic acid tert-butyl ester